FC=1C(=NC(=NC1)NC1=NC=C(C=C1)CN1CCN(CC1)CCC)C1=CC2=C(N(N=C2C(=C1)F)C)C(C)C 5-fluoro-4-(7-fluoro-3-isopropyl-2-methyl-2H-indazol-5-yl)-N-(5-((4-propylpiperazin-1-yl)methyl)pyridin-2-yl)pyrimidin-2-amine